BrC=1C(=C(C(=CC1)S(=O)(=O)C)C1=NOCC1)C 3-[3-bromo-2-methyl-6-(methylsulfonyl)phenyl]-4,5-dihydroisoxazole